C1(=CC=C(C=C1)C1=C(C(=O)[O-])C=CC=C1N)C1=C(C(=O)[O-])C=CC=C1N 1,4-Phenylenebis(3-aminobenzoate)